N,N-diethylpyrrolidinium C(C)[N+]1(CCCC1)CC